OC1=CC2=CC=CC=C2C=C1C(=O)NO 2-hydroxy-3-naphthohydroxamic acid